C(C)(=O)N1CC(C1)(F)CN1N=C2C3=C(CCC2=C1)OC(=C3C)C(=O)NC[C@H]3OCCC3 2-[(1-Acetyl-3-fluoroazetidin-3-yl)methyl]-8-methyl-N-[(2S)-tetrahydrofuran-2-ylmethyl]-4,5-dihydro-2H-furo[2,3-g]indazol-7-carboxamid